butyl ((S)-2-((4-(2-((tert-butyldiphenylsilyl)oxy)acetyl)pyridin-2-yl)amino)-1-((1r,4S)-4-methylcyclohexyl)-2-oxoethyl)carbamate [Si](C1=CC=CC=C1)(C1=CC=CC=C1)(C(C)(C)C)OCC(=O)C1=CC(=NC=C1)NC([C@H](C1CCC(CC1)C)NC(OCCCC)=O)=O